4-(4-((1-(4-((S)-2-(3-Chloro-4-cyanophenyl)-3-methyl-2,8-diazaspiro[4.5]decan-8-yl)benzoyl)piperidin-4-yl)methyl)piperazin-1-yl)-N-((S)-2,6-dioxopiperidin-3-yl)benzamide ClC=1C=C(C=CC1C#N)N1CC2(C[C@@H]1C)CCN(CC2)C2=CC=C(C(=O)N1CCC(CC1)CN1CCN(CC1)C1=CC=C(C(=O)N[C@@H]3C(NC(CC3)=O)=O)C=C1)C=C2